5-cyclopropyl-1,3,4-oxathiazol-2-one C1(CC1)C1=NSC(O1)=O